C(C)N(S(=O)(=O)NC=1C(=C(C(=O)C2=CN(C3=NC=C(C=C32)C=3C=NC(=NC3)N3CC2(C3)CC(C2)C(=O)O)C(C2=CC=CC=C2)(C2=CC=CC=C2)C2=CC=CC=C2)C(=CC1)F)F)C 2-[5-[3-[3-[[ethyl(methyl)sulfamoyl]amino]-2,6-difluoro-benzoyl]-1-trityl-pyrrolo[2,3-b]pyridin-5-yl]pyrimidin-2-yl]-2-azaspiro[3.3]heptane-6-carboxylic acid